N-(2-(5-fluoro-1H-indol-3-yl)ethyl)prop-2-en-1-amine FC=1C=C2C(=CNC2=CC1)CCNCC=C